BrC1=CC=C(C=C1)C(C)(C)C=1N=C(SC1)NC(=O)NCC1=CC(=C(C=C1)CN1CCNCC1)F 1-(4-(2-(4-bromophenyl)propan-2-yl)thiazol-2-yl)-3-(3-fluoro-4-(piperazin-1-ylmethyl)benzyl)urea